ClC1=CC=C2C=C(NC2=C1)C1OC=NN1C=O 2-(6-chloro-1H-indol-2-yl)-1,3,4-oxadiazol-3-formaldehyde